2-Bromo-1-(3,5-difluoro-2-pyridinyl)ethanone BrCC(=O)C1=NC=C(C=C1F)F